CC1(CC1)C(=O)N1[C@@H](CCC1)C(=O)N[C@H](C#C)CC(=O)N (2S)-1-(1-Methylcyclopropanecarbonyl)-N-[(1S)-1-(2-amino-2-oxo-ethyl)prop-2-ynyl]pyrrolidine-2-carboxamide